3-((2R,3S,3aS,7R,8aR,9S,9aR)-9-acetoxy-3-hydroxy-4a-methoxy-7-(2-(pivaloyloxy)ethyl)decahydrofuro[3,2-b]pyrano[2,3-e]pyran-2-yl)propane-1,2-diyl diacetate C(C)(=O)OCC(C[C@@H]1[C@@H]([C@@H]2OC3([C@@H]([C@H]([C@@H]2O1)OC(C)=O)O[C@H](CC3)CCOC(C(C)(C)C)=O)OC)O)OC(C)=O